1-((2-(tri-methylsilyl)ethoxy)methyl)-1H-imidazole-4-sulfonyl chloride C[Si](CCOCN1C=NC(=C1)S(=O)(=O)Cl)(C)C